N'-(4-methoxyphenyl)-urea COC1=CC=C(C=C1)NC(N)=O